tert-butyl-(2R,5S)-7-chloro-2,5-dimethyl-2,3-dihydropyrido[2,3-f][1,4]oxazepine C(C)(C)(C)[C@]1(OC2=C(C(=NC1)C)N=C(C=C2)Cl)C